ClC1=C(C(=C(C2=C1C(OC21C2=CC(=C(C(=C2OC=2C(=C(C(=CC12)I)O)I)I)O)I)=O)Cl)Cl)Cl 4,5,6,7-Tetrachloro-3',6'-dihydroxy-2',4',5',7'-tetraiodo-3H-spiro[[2]benzofuran-1,9'-xanthen]-3-on